4-(4-amino-2-{4-[(2-fluoroacrylamino)]phenyl}-1-methyl-7-{3-[(1-methylpiperidin-4-yl)oxy]prop-1-ynyl}pyrrolo[3,2-c]pyridin-3-yl)-2-fluoro-N-(trideuteriomethyl)benzamide NC1=NC=C(C2=C1C(=C(N2C)C2=CC=C(C=C2)NC(=O)C(=C)F)C2=CC(=C(C(=O)NC([2H])([2H])[2H])C=C2)F)C#CCOC2CCN(CC2)C